COC(=O)C=1C(N(C2=CC(=CC=C2C1N)Br)C1=C2C=CN=CC2=C(C=C1)[N+](=O)[O-])=O 4-Amino-1-(8-nitroisoquinolin-5-yl)-7-bromo-2-oxo-1,2-dihydroquinoline-3-carboxylic acid methyl ester